CC1(CCC=2C1=NC1=C(C2NC(=O)N=[S@](=O)(N)C2=NN(C(=C2)CO)CC)CCC1)C |o1:14| (R) or (S)-N'-((3,3-dimethyl-1,2,3,5,6,7-hexahydrodicyclopenta[b,e]pyridin-8-yl)carbamoyl)-1-ethyl-5-(hydroxymethyl)-1H-pyrazole-3-sulfonimidamide